3-(3-(difluoromethoxy)phenyl)-N-((S)-3-((R)-1-hydroxyethyl)tetrahydrofuran-3-yl)-1-isopropyl-1H-pyrazolo[4,3-b]pyridine-6-carboxamide FC(OC=1C=C(C=CC1)C1=NN(C=2C1=NC=C(C2)C(=O)N[C@@]2(COCC2)[C@@H](C)O)C(C)C)F